2-(4-(9-benzyl-6-(1-methylcyclopropoxy)-9H-purin-8-yl)-3-chloro-phenoxy)-N,N-dimethyl-acetamide C(C1=CC=CC=C1)N1C2=NC=NC(=C2N=C1C1=C(C=C(OCC(=O)N(C)C)C=C1)Cl)OC1(CC1)C